(6-(4-((4-(1H-pyrazol-4-yl)phenyl)amino)pyrimidin-2-yl)-1H-indol-2-yl)(3-(trifluoromethyl)pyrrolidin-1-yl)methanone N1N=CC(=C1)C1=CC=C(C=C1)NC1=NC(=NC=C1)C1=CC=C2C=C(NC2=C1)C(=O)N1CC(CC1)C(F)(F)F